C(C1=CC=CC=C1)N(C(C(N)=O)=O)CC1=NC=CC(=C1)C N'-benzyl-N'-[(4-methyl-2-pyridyl)methyl]oxamide